[Cl-].[Cl-].C[Si](=[Zr+2](C1C(=CC2=C(C=CC=C12)C1=CC=CC2=CC=CC=C12)CC)C1C(=CC2=C(C=CC=C12)C1=CC=CC2=CC=CC=C12)CC)C dimethylsilandiyl-bis[2-ethyl-4-(1-naphthyl)indenyl]zirconium dichloride